CC(=C)CCC beta-methylpentene